Allyl-[1,3-bis-(2,6-diisopropylphenyl)-imidazol-2-yliden]-chloropalladium(II) C(C=C)[Pd-2](Cl)=C1N(C=CN1C1=C(C=CC=C1C(C)C)C(C)C)C1=C(C=CC=C1C(C)C)C(C)C